3,3'-diethylbenzidine C(C)C=1C=C(C=CC1N)C1=CC(=C(N)C=C1)CC